BrC=1C=C(N2C=CC(=CC12)C(C)=O)C(C1=CC=C(C=C1)C(F)(F)F)=O 1-(1-bromo-3-(4-(trifluoromethyl)benzoyl)indolizin-7-yl)ethanone